6-[(6-chloro-2-pyridinyl)oxymethyl]-2-[(E)-2-ethoxyvinyl]pyridine-3-carbonitrile ClC1=CC=CC(=N1)OCC1=CC=C(C(=N1)\C=C\OCC)C#N